1-(3-(3,6-difluoro-9H-carbazol-9-yl)-2-hydroxy-2-methylpropyl)-4-methylpiperidin-2-one FC=1C=CC=2N(C3=CC=C(C=C3C2C1)F)CC(CN1C(CC(CC1)C)=O)(C)O